1-hydroxy-4-(p-toluidino)-anthraquinone OC1=CC=C(C=2C(C3=CC=CC=C3C(C12)=O)=O)NC1=CC=C(C=C1)C